BrC=1C=CC(=C(C(=O)OCC=C)C1)O allyl 5-bromo-2-hydroxybenzoate